1-(6-((4-bromophenoxy)methyl)-1,4-dioxane-2-yl)ethanone BrC1=CC=C(OCC2COCC(O2)C(C)=O)C=C1